methyl-4-bromothiophene-3-carboxylate COC(=O)C1=CSC=C1Br